3-(1-(3-chlorophenyl)-2-hydroxyethyl)-7-(5-methyl-1H-pyrazol-4-yl)-2,3-dihydroquinazolin-4(1H)-one ClC=1C=C(C=CC1)C(CO)N1CNC2=CC(=CC=C2C1=O)C=1C=NNC1C